CC(CCCCCCCCOC(CCCCCCCBr)=O)C.ClC=1C=C(C=C(C1)NS(=O)(=O)C)NC(=O)C=1SC(=C(C1)C1=NC=C(C=N1)F)CC N-(3-chloro-5-methanesulfonamidophenyl)-5-ethyl-4-(5-fluoropyrimidin-2-yl)thiophene-2-carboxamide 9-methyldecyl-8-bromooctanoate